ClC1=CC=C(C2=CN(N=C12)C1OCCCC1)C1=C(C(NC2=CC=C(C=C12)C(=O)OC1=C(C=C(C=C1Cl)Cl)Cl)=O)NC(=O)OC(C)(C)C (2,4,6-trichlorophenyl) 4-(7-chloro-2-(oxan-2-yl)indazol-4-yl)-3-[(2-methylpropan-2-yl)oxycarbonylamino]-2-oxo-1H-quinoline-6-carboxylate